(7-(5-fluoro-2-methylphenyl)-2-azaspiro[3.5]non-2-yl)((1s,3s)-3-hydroxy-3-methylcyclobutyl)methanone FC=1C=CC(=C(C1)C1CCC2(CN(C2)C(=O)C2CC(C2)(C)O)CC1)C